3,5-diamino-N-(5-fluoro-4-(4-(4-methylpiperazine-1-carbonyl)piperidin-1-yl)pyridin-3-yl)-1H-pyrazole-4-carboxamide NC1=NNC(=C1C(=O)NC=1C=NC=C(C1N1CCC(CC1)C(=O)N1CCN(CC1)C)F)N